C(C)OC(CN1C(=CC=2CCCCC12)C(=O)OCC)OCC Ethyl 1-(2,2-Diethoxyethyl)-4,5,6,7-tetrahydro-1H-indole-2-carboxylate